3,4-dimethyl-N-[2-[(2-methylpyrimidin-5-yl)methyl]-2-azaspiro[3.3]heptan-6-yl]pyrimido[4',5':4,5]thieno[2,3-c]pyridazin-8-amine CC1=C(C2=C(N=N1)SC1=C2N=CN=C1NC1CC2(CN(C2)CC=2C=NC(=NC2)C)C1)C